CC1(C([C@@H](CC(C1)=O)C)=O)C (6R)-2,2,6-trimethylcyclohexane-1,4-dione